NC1=C(C=2C=NC(=C(C2N1C1=C(C(=CC(=C1C)F)OC)CC)Br)C1CC1)C(=O)N 2-amino-7-bromo-6-cyclopropyl-1-(2-ethyl-5-fluoro-3-methoxy-6-methyl-phenyl)pyrrolo[3,2-c]pyridine-3-carboxamide